C(C)(C)(C)OC(C=C)=O acrylic tert-butyl ester